(1R,3R)-3-(cyanomethyl)-3-(4-(6-(1-methyl-1H-pyrazol-4-yl)pyrazolo[1,5-a]pyrazin-4-yl)-1H-pyrazol-1-yl)cyclobutane-1-carbonitrile CN1C=C(C=N1)C2=CN3C(=CC=N3)C(=N2)C4=CN(N=C4)C5(CC(C5)C#N)CC#N